N-(4-((4-amino-2-butyl-1H-imidazo[4,5-c]quinolin-1-yl)methyl)benzyl)-2-cyclopropylacetamide NC1=NC=2C=CC=CC2C2=C1N=C(N2CC2=CC=C(CNC(CC1CC1)=O)C=C2)CCCC